tert-butyl 4-((7-(2-chloroacetamido)-4-oxoquinazolin-3(4H)-yl)methyl)-4-hydroxypiperidine-1-carboxylate ClCC(=O)NC1=CC=C2C(N(C=NC2=C1)CC1(CCN(CC1)C(=O)OC(C)(C)C)O)=O